OCCC(C)C hydroxy-3-methylbutan